L-6-Mercaptohexanol SCCCCCCO